[Mg].[In].[S].[Zn].[In].[S] sulfur indium zinc sulfur indium magnesium